C1(C=CCC(=O)O1)=O pentenedioic anhydride